BrC(C)C1=C(C=C(C=C1)F)F 1-(1-bromoethyl)-2,4-difluorobenzene